tert-butyl-[5-(methoxycarbonyl) pyridin-3-yl] piperazine-1-carboxylate N1(CCNCC1)C(=O)OC=1C(=NC=C(C1)C(=O)OC)C(C)(C)C